COC1=CC=C(C=C1)CN1C(C(CCC1=O)N1C(N(C2=C1C=CC=C2N2CCC(CC2)COC2CCN(CC2)C(=O)OCC2=CC=CC=C2)C)=O)=O benzyl 4-[[1-[1-[1-[(4-methoxyphenyl) methyl]-2,6-dioxo-3-piperidyl]-3-methyl-2-oxo-benzimidazol-4-yl]-4-piperidyl]methoxy]piperidine-1-carboxylate